1,1,1,3,3,3-Hexafluoropropan-2-yl 2,2-dimethyl-3-(5-methyl-3-phenyl-1H-indazol-1-yl)propanoate CC(C(=O)OC(C(F)(F)F)C(F)(F)F)(CN1N=C(C2=CC(=CC=C12)C)C1=CC=CC=C1)C